tert-butyl 3-((6-chloropyrazin-2-yl)oxy)-8-azabicyclo[3.2.1]octane-8-carboxylate ClC1=CN=CC(=N1)OC1CC2CCC(C1)N2C(=O)OC(C)(C)C